2-(Dimethylphosphoryl)benzoic acid CP(=O)(C)C1=C(C(=O)O)C=CC=C1